Ethyl 2-(((3-butyl-3-ethyl-7-methoxy-2-(4-methoxybenzyl)-1,1-dioxido-5-phenyl-2,3,4,5-tetrahydro-1,2,5-benzothiadiazepin-8-yl)methyl)thio)acetate C(CCC)C1(N(S(C2=C(N(C1)C1=CC=CC=C1)C=C(C(=C2)CSCC(=O)OCC)OC)(=O)=O)CC2=CC=C(C=C2)OC)CC